ClC1=NC=CC(=N1)C=1CCN(CC1)C(=O)OC(C)(C)C tert-butyl 4-(2-chloropyrimidin-4-yl)-3,6-dihydro-2H-pyridine-1-carboxylate